C12(OC3CC(CC(C1)C3)C2)CN2N=CC(=C2)Cl 1-(2-oxatricyclo[3.3.1.13,7]dec-1-ylmethyl)-4-chloro-1H-pyrazole